acrylic pivalic anhydride C(C(C)(C)C)(=O)OC(C=C)=O